C(C)(C)(C)OC(C=1C(N(C(=CC1N)Br)C(=O)OC(C)(C)C)Br)=O N-Boc-4-amino-2,6-dibromonicotinic acid tert-butyl ester